ClC1=NC=NC(=C1)C1=CN=C2N1N=C(C=C2)N2CC(C2)F 4-Chloro-6-[6-(3-fluoroazetidin-1-yl)imidazo[1,2-b]pyridazin-3-yl]pyrimidine